C(C)OC(CCC(=O)C1=NC(=CC=C1O)C1=C(C=C(C=C1)F)Cl)=O 4-[6-(2-chloro-4-fluoro-phenyl)-3-hydroxy-pyridin-2-yl]-4-oxo-butyric acid ethyl ester